tert-Butyl N-tert-butoxycarbonyl-N-[3-[[2-chloro-5-[[(1R,3R)-2,2-dichloro-3-[4-fluoro-3-(trifluoromethyl)phenyl]cyclopropanecarbonyl]amino]benzoyl]amino]-2,6-difluoro-phenyl]carbamate C(C)(C)(C)OC(=O)N(C(OC(C)(C)C)=O)C1=C(C(=CC=C1F)NC(C1=C(C=CC(=C1)NC(=O)[C@@H]1C([C@H]1C1=CC(=C(C=C1)F)C(F)(F)F)(Cl)Cl)Cl)=O)F